CC1(OC[C@H](N1C(=O)OC(C)(C)C)C1=CC=C(C=C1)N1C(OCC1)=O)C tert-butyl (4R)-2,2-dimethyl-4-[4-(2-oxo-1,3-oxazolidin-3-yl) phenyl]-1,3-oxazolidine-3-carboxylate